FC=1C=2N(C=C(C1)NC(=O)N1C(CC=3C1=NC=CC3N3CCN(CC3)C(=O)OC(C)(C)C)C)C=C(N2)C tert-butyl 4-(1-((8-fluoro-2-methylimidazo[1,2-a]pyridin-6-yl)carbamoyl)-2-methyl-2,3-dihydro-1H-pyrrolo[2,3-b]pyridin-4-yl)piperazine-1-carboxylate